4-benzyl-7-(3-chlorobenzyl)-6,7,8,9-tetrahydropyrazolo[1,5-a]pyrido[3,4-e]pyrimidine-5(4H)-one C(C1=CC=CC=C1)N1C=2N(C3=C(C1=O)CN(CC3)CC3=CC(=CC=C3)Cl)N=CC2